BrC=1C(=NC(=NC1)NC=1C=CC2=C(N(C(CO2)=O)C)C1)NC1=C(C=CC=C1)S(=O)(=O)C(C)C 6-[[5-bromo-4-(2-isopropylsulfonylanilino)pyrimidin-2-yl]amino]-4-methyl-1,4-benzoxazin-3-one